CC=1N=C2N(C=C(N=C2C)NC(=O)C2=NC=C(C=N2)N2C[C@@H](CC2)NC)C1 (R)-N-(2,8-dimethylimidazo[1,2-a]pyrazin-6-yl)-5-(3-(methylamino)pyrrolidin-1-yl)pyrimidine-2-carboxamide